[Ca].N1CC=CC=C1 dihydropyridine calcium